BrC1=CC=C(C=C1)[C@H](C)NC(=O)C=1C=C2C=CN(C2=CC1)CC1=CC=C(C=C1)C=1C(=CC=CC1)C(=O)OC(C)(C)C (S)-tert-Butyl 4'-((5-((1-(4-bromophenyl)ethyl)carbamoyl)-1H-indol-1-yl)methyl)-[1,1'-biphenyl]-2-carboxylate